ClC=1C=C(C(=O)O)C=C(C1OC)S(NC1=C(C=CC(=C1)C1=C(C=C(C=C1)F)OCCO)F)(=O)=O 3-chloro-5-[[2-fluoro-5-[4-fluoro-2-(2-hydroxyethoxy)phenyl]phenyl]sulfamoyl]-4-methoxybenzoic acid